1-[(S)-1-(tetrahydro-2H-pyran-4-yl)ethyl]-3-{[4-(2-amino-8-methoxy-4-quinazolinyl)-1H-1,2,3-triazol-1-yl]methyl}-1H-pyridin-2-one O1CCC(CC1)[C@H](C)N1C(C(=CC=C1)CN1N=NC(=C1)C1=NC(=NC2=C(C=CC=C12)OC)N)=O